1-(4,6-diamino-s-triazin-2-yl)pentyl-2-phenylimidazole NC1=NC(=NC(=N1)N)C(CCCC)C=1N=C(NC1)C1=CC=CC=C1